8-chloro-2-(p-methoxyphenyl)-1,2-dihydro-2,3,7-triaza-1-bora-1-naphthol ClC=1N=CC=C2C=NN(B(C12)O)C1=CC=C(C=C1)OC